4-[[(5Z)-2,4-Dioxo-5-[[4-[(E)-3-oxo-3-phenylprop-1-enyl]phenyl]methylidene]-1,3-thiazolidin-3-yl]methyl]benzoic acid O=C1S\C(\C(N1CC1=CC=C(C(=O)O)C=C1)=O)=C/C1=CC=C(C=C1)\C=C\C(C1=CC=CC=C1)=O